N1=CC(=CC=C1)[C@H](COC1=NC(=NC=C1C(F)(F)F)N[C@H]1C[C@H](CCC1)C1=NN=C2N1C=CC=C2)OC2OCCCC2 4-[(2R)-2-(3-pyridyl)-2-tetrahydropyran-2-yloxy-ethoxy]-N-[(1R,3S)-3-([1,2,4]triazolo[4,3-a]pyridin-3-yl)cyclohexyl]-5-(trifluoromethyl)pyrimidin-2-amine